tert-butyl (2S,6R)-4-(7-(8-chloronaphthalen-1-yl)-2-(((S)-1-methyl-pyrrolidin-2-yl)methoxy)-7,8-dihydro-5H-pyrano[4,3-d]pyrimidin-4-yl)-2,6-dimethyl-piperazine-1-carboxylate ClC=1C=CC=C2C=CC=C(C12)C1CC=2N=C(N=C(C2CO1)N1C[C@@H](N([C@@H](C1)C)C(=O)OC(C)(C)C)C)OC[C@H]1N(CCC1)C